(1s)-4-[N-(2-cyanoethyl)sulfamoyl]-N-[6-(3-methylpiperidinylmethyl)benzothiazol-2-yl]Benzamide Dimethyl-2-cyano-2-phenylsuccinate COC(C(CC(=O)OC)(C1=CC=CC=C1)C#N)=O.C(#N)CCNS(=O)(=O)C1=CC=C(C(=O)NC=2SC3=C(N2)C=CC(=C3)CN3CC(CCC3)C)C=C1